potassium proline salt N1[C@@H](CCC1)C(=O)[O-].[K+]